FC=1C=C(C=CC1F)/C=C/C(=O)NCC(=O)N[C@H](C(=O)N[C@H](CCC(=O)O)C(=O)OCC)C(C)C (R)-4-((S)-2-(2-((E)-3-(3,4-difluorophenyl)acrylamido)acetamido)-3-methylbutanamido)-5-ethoxy-5-oxopentanoic acid